2-(4-ethoxyphenyl)-N-(3-morpholinopropyl)quinazoline-4-carboxamide C(C)OC1=CC=C(C=C1)C1=NC2=CC=CC=C2C(=N1)C(=O)NCCCN1CCOCC1